hexyl-salicylate C(CCCCC)OC=1C(C(=O)[O-])=CC=CC1